[Cl-].CN1CN(C=C1)CCCCCCCC 1-methyl-3-octyl-imidazole chloride salt